triethanolamine isononanoate C(CCCCCC(C)C)(=O)O.N(CCO)(CCO)CCO